5-(tert-Butyloxycarbonyl)hexahydro-1H-furano[3,4-c]pyrrole-4-carboxylic acid C(C)(C)(C)OC(=O)N1CC2C(C1C(=O)O)COC2